7-tert-butyl 1-ethyl 2-[4-(benzyloxy)-3-{[(benzyloxy)carbonyl]amino}phenyl]-6-methyl-3-oxo-5H,6H,8H-imidazo[1,5-a]pyrazine-1,7-dicarboxylate C(C1=CC=CC=C1)OC1=C(C=C(C=C1)N1C(N2C(CN(C(C2)C)C(=O)OC(C)(C)C)=C1C(=O)OCC)=O)NC(=O)OCC1=CC=CC=C1